methacryloxy-ethyl-methyldimethoxysilane C(C(=C)C)(=O)OCO[Si](OC)(C)CC